NC1=C2N=CN(C2=NC=N1)C[C@H](O)C1CC1 (R)-2-(6-aminopurine-9-yl)-1-cyclopropylethanol